C(C)(C)C1=C(C=CC=C1)PC1=C(C=CC=C1)C(C)C di-(2-isopropylphenyl)phosphine